THIENO[3,2-d]PYRIMIDINE N1=CN=CC2=C1C=CS2